C(C)NS(=O)(=O)NC1=NC=CC(=C1)CN1CCN(CC1)C1=CC=C(C(N1C)=O)C(=O)NC 6-(4-((2-((N-ethylsulfamoyl)amino)pyridin-4-yl)methyl)piperazin-1-yl)-N,1-dimethyl-2-oxo-1,2-dihydropyridine-3-carboxamide